CC1(NC2=C(NC1=S)N=CC=C2)C 2,2-dimethyl-1,4-dihydropyrido[2,3-b]pyrazine-3(2H)-thione